S1C(=CC=C1C=NNC=1SC(=C(N1)C)C(C)=NNC(=N)N)C=1SC=CC1 2-(2-([2,2'-bithiophene]-5-ylmethylene)hydrazino)-4-methyl-5-(1-(guanidinoimino)ethyl)-thiazole